propylene glycol tert-octylphenyl ether C(C)(C)(CC(C)(C)C)C1=C(C=CC=C1)OCC(C)O